(R)-2-fluoro-1-(2-(fluoromethyl)-4-(8-((3-methyl-4-((1-methyl-1H-benzo[d][1,2,3]triazol-5-yl)oxy)phenyl)amino)pyrimido[5,4-d]pyrimidin-2-yl)piperazin-1-yl)prop-2-en-1-one FC(C(=O)N1[C@H](CN(CC1)C=1N=CC2=C(N1)C(=NC=N2)NC2=CC(=C(C=C2)OC2=CC1=C(N(N=N1)C)C=C2)C)CF)=C